FC1=C(C(=CC(=C1)C(=O)OC(C)(C)C)F)C(=O)OC O4-tert-butyl O1-methyl 2,6-difluorobenzene-1,4-dicarboxylate